1H-4λ5-pyrazolo[3,4-b]pyrazin-4-one N1N=CC2=C1N=CC=N2=O